ClC1=C(C(=CC=C1)Cl)N1N=C(C(=C1)NC1=CC=C(C=C1)N1N=CC=C1C)C(=O)N 1-(2,6-dichlorophenyl)-4-((4-(5-methyl-1H-pyrazol-1-yl)phenyl)amino)-1H-pyrazole-3-carboxamide